[C@@H]12OC[C@@H](N(C1)C1CCN(CC1)C1=C(C=C(C(=C1)OC)NC1=NC=NC(=C1)N1OCC[C@@H]1CC=1C=NC=CC1)NC(C=C)=O)C2 N-(2-(4-((1S,4S)-2-oxa-5-azabicyclo[2.2.1]heptane-5-yl)piperidine-1-yl)-4-methoxy-5-((6-((S)-3-(pyridine-3-ylmethyl)isoxazolidine-2-yl)pyrimidine-4-yl)amino)phenyl)acrylamide